4-(nonanoyloxy)-benzenesulfonate C(CCCCCCCC)(=O)OC1=CC=C(C=C1)S(=O)(=O)[O-]